10-oxophenoxathiine-6-sulfonate O=S1C=2C=CC=C(C2OC=2C=CC=CC12)S(=O)(=O)[O-]